5-((2-(4-Acetylphenoxy)-N-methylacetylamino)methyl)pyrazolo[1,5-a]pyridine-3-carboxamide C(C)(=O)C1=CC=C(OC(C(=O)NCC2=CC=3N(C=C2)N=CC3C(=O)N)C)C=C1